(S)-2-(6-(Ethylamino)-4-(2-(4-methyl-4H-1,2,4-triazol-3-yl)phenyl)pyridin-2-yl)-6-((3-methylpiperidin-1-yl)methyl)isoindolin-1-one C(C)NC1=CC(=CC(=N1)N1C(C2=CC(=CC=C2C1)CN1C[C@H](CCC1)C)=O)C1=C(C=CC=C1)C1=NN=CN1C